CCCCCCCC/C=C\\CCCCCCCC(=O)O[C@H](COC(=O)CCCCCCC/C=C\\C/C=C\\CCCCC)COP(=O)([O-])OCC(COP(=O)([O-])OC[C@@H](COC(=O)CCCCCCC/C=C\\C/C=C\\CCCCC)O)O The molecule is a 2-monolysocardiolipin(2-) obtained by deprotonation of the phosphate OH groups of 1,1'-dilinoleoyl-2-oleoyl monolysocardiolipin; major species at pH 7.3. It is a conjugate base of a 1,1'-dilinoleoyl-2-oleoyl monolysocardiolipin.